N-[3-(5-chloro-1,3-benzoxazol-2-yl)-1-bicyclo[1.1.1]pentanyl]-5-cyclopropylsulfinyl-furan-2-carboxamide ClC=1C=CC2=C(N=C(O2)C23CC(C2)(C3)NC(=O)C=3OC(=CC3)S(=O)C3CC3)C1